8-amino-N-{4-[2-(4,4'-dimethyl-1,4'-bipiperidin-1'-yl)-2-oxoethyl]-1,3-thiazol-2-yl}-4,4-dimethyl-4,5-dihydro-1H-pyrazolo[4,3-H]quinazoline-3-carboxamide NC1=NC=2C3=C(C(CC2C=N1)(C)C)C(=NN3)C(=O)NC=3SC=C(N3)CC(=O)N3CCC(CC3)(N3CCC(CC3)C)C